N1([C@@](C(C(C1[2H])([2H])[2H])([2H])[2H])(C(=O)O)[2H])[2H] proline-d7